C1=C(C=CC=C1O)C (E)-m-cresol